FC=1C=CC(=C(C=O)C1)S 5-FLUORO-2-MERCAPTOBENZALDEHYDE